C1(C=CC=C1)[Ti](C1=C(C(=CC=C1F)N1C(C(C1)(COCC)C)=O)F)(C1=C(C(=CC=C1F)N1C(C(C1)(C)COCC)=O)F)C1C=CC=C1 bis(cyclopentadienyl)bis[2,6-difluoro-3-(3-ethoxymethyl-3-methyl-2-azetidinon-1-yl)phenyl]titanium